ClC1=C2C(N(C=NC2=CC=C1OC1=C(C(=CC=C1F)NS(N(C)CC)(=O)=O)C#N)C1COC2(C1)CCNCC2)=O 3-[5-chloro-6-[2-cyano-3-[[ethyl(methyl)sulfamoyl]amino]-6-fluoro-phenoxy]-4-oxo-quinazolin-3-yl]-1-oxa-8-azaspiro[4.5]decane